OC1CN(C1)CC1=CC(=NC(=C1)C(F)(F)F)OC1CCN(CC1)C1CC(C1)(N1N=CC(=C1)C=1C2=C(N=CN1)NC=C2)CC#N {trans-3-(4-{[4-[(3-hydroxyazetidin-1-yl)methyl]-6-(trifluoromethyl)pyridin-2-yl]oxy}piperidin-1-yl)-1-[4-(7H-pyrrolo[2,3-d]pyrimidin-4-yl)-1H-pyrazol-1-yl]cyclobutyl}acetonitrile